N[C@@H](CO)CC1=CC=CC=C1 (R)-2-amino-3-phenyl-1-propanol